2,2'-azobis(2-methylpropanoic acid) N(=NC(C(=O)O)(C)C)C(C(=O)O)(C)C